ClC1=C2CCCC(C2=CC=C1F)=O 5-chloro-6-Fluoro-3,4-dihydronaphthalen-1(2H)-one